C(=O)C=1C(=NC(=NC1)SC)NC[C@H]1CN(C[C@@H]1OC)C(=O)OC(C)(C)C tert-butyl (3S,4R)-3-(((5-formyl-2-(methylthio)pyrimidin-4-yl)amino)methyl)-4-methoxypyrrolidine-1-carboxylate